5-amino-3-[4-[[(5-fluoro-2-methoxy-benzoyl)amino]methyl]phenyl]-1-(2,2,2-trifluoro-1-methyl-ethyl)pyrazole-4-carboxamide NC1=C(C(=NN1C(C(F)(F)F)C)C1=CC=C(C=C1)CNC(C1=C(C=CC(=C1)F)OC)=O)C(=O)N